C12CCC(CC1)N2C2=C(N=CC=1N2N=C(N1)NC1CCN(CC1)S(=O)(=O)C)C=1C=NNC1 (7-azabicyclo[2.2.1]hept-7-yl)-N-(1-(methylsulfonyl)piperidin-4-yl)-6-(1H-pyrazol-4-yl)-[1,2,4]triazolo[1,5-a]pyrazin-2-amine